1-(benzenesulfonyl)-3-(trifluoromethyl)-4,4-dimethyl-6-methoxy-1,2,3,4-tetrahydroquinoline C1(=CC=CC=C1)S(=O)(=O)N1CC(C(C2=CC(=CC=C12)OC)(C)C)C(F)(F)F